C1(=CC=CC=C1)ICC1=CC=C(C=C1)OC Phenyl-(p-methoxybenzyl)iodine